C12C(CC(CC1)C2)C2=CC=C(C=C2)C2=NC(=NC(=N2)Cl)C2=CC=CC=C2 2-(4-(bicyclo[2.2.1]heptan-2-yl)phenyl)-4-chloro-6-phenyl-1,3,5-triazine